bis(2-((4-(Nonanoyloxy)-3-((nonanoyloxy)methyl)butanoyl)oxy)ethyl)amine trifluoroacetic acid salt FC(C(=O)O)(F)F.C(CCCCCCCC)(=O)OCC(CC(=O)OCCNCCOC(CC(COC(CCCCCCCC)=O)COC(CCCCCCCC)=O)=O)COC(CCCCCCCC)=O